FC1(CCC2=C1N=C(N=C2C2=NOC(=N2)C(C(=O)N2CCCCC2)(C)C)N2[C@H](CC2)C)F (S)-2-(3-(7,7-difluoro-2-(2-methylazetidin-1-yl)-6,7-dihydro-5H-cycloPenta[d]pyrimidin-4-yl)-1,2,4-oxadiazol-5-yl)-2-methyl-1-(piperidin-1-yl)propan-1-one